ClC1=NC2=CC(=CC=C2C(=C1)C1=C(C=CC=C1)C)OC(C(=O)OCC)C ethyl 2-[[2-chloro-4-(o-tolyl)-7-quinolyl]oxy]propanoate